1-methyl-1-(pyridin-3-ylmethyl)urea CN(C(=O)N)CC=1C=NC=CC1